C(C)N(CC)C=C1C=CC=C2N=NN=C21 diethylaminomethylenebenzotriazole